N-((3aS,4R,7S,7aR)-2,2-dimethyl-4-((pyrazin-2-ylamino)methyl)tetrahydro-4H-[1,3]dioxolo[4,5-c]pyran-7-yl)-6-(trifluoromethyl)pyrazin-2-amine CC1(O[C@H]2[C@H]([C@H](OC[C@@H]2NC2=NC(=CN=C2)C(F)(F)F)CNC2=NC=CN=C2)O1)C